NC/C=C/C1=CC(=NN1C)NC1C(NC(CC1)=O)=O (E)-3-((5-(3-aminoprop-1-en-1-yl)-1-methyl-1H-pyrazol-3-yl)amino)piperidine-2,6-dione